N=1C(N=C2C1C=C1C(C=NC=N1)=N2)=O imidazopyridopyrimidone